OC1=C(C=C(C=C1C(C)(C)C)C)N1N=C2C(=N1)C=CC(=C2)Cl 2-(2'-Hydroxy-3'-tert-butyl-5'-methyl-phenyl)-5-chlorobenzotriazole